t-butyl (2-methoxy-3-(pyrazin-2-yl)phenyl)carbamate COC1=C(C=CC=C1C1=NC=CN=C1)NC(OC(C)(C)C)=O